bis(4-methylphenyl)diethoxysilane (Sa)-Methyl-6-aminospiro[3.3]heptane-2-carboxylate Hydrochloride Cl.COC(=O)C1CC2(C1)CC(C2)N.CC2=CC=C(C=C2)[Si](OCC)(OCC)C2=CC=C(C=C2)C